(1S,3S,5S)-2-(2-(3-acetyl-4-fluoro-5-(2-methylpyrimidin-5-yl)-1H-indazol-1-yl)acetyl)-N-(6-bromo-3-methylpyridin-2-yl)-5-((dimethylamino)methyl)-2-azabicyclo[3.1.0]hexane-3-carboxamide C(C)(=O)C1=NN(C2=CC=C(C(=C12)F)C=1C=NC(=NC1)C)CC(=O)N1[C@H]2C[C@]2(C[C@H]1C(=O)NC1=NC(=CC=C1C)Br)CN(C)C